FC=1C=C(C=CC1OC)C1=CC2=C(N=CN=C2N(CC2=CC(=CC=C2)C)C)N1 6-(3-Fluoro-4-methoxyphenyl)-N-methyl-N-(3-methylbenzyl)-7H-pyrrolo[2,3-d]pyrimidin-4-amine